methyl (1S,3S)-3-((6-(5-(azidomethyl)-1-methyl-1H-1,2,3-triazol-4-yl)-2-cyclopropylpyridin-3-yl)oxy)cyclohexane-1-carboxylate N(=[N+]=[N-])CC1=C(N=NN1C)C1=CC=C(C(=N1)C1CC1)O[C@@H]1C[C@H](CCC1)C(=O)OC